1-(6-cyclopropylpyridazin-3-yl)-N-methylmethanamine hydrochloride Cl.C1(CC1)C1=CC=C(N=N1)CNC